2-(2-chlorophenyl)-N-[2-(2-chlorophenyl)acetyl]-N-(1-cyclobutyl-5-oxopyrrolidin-3-yl)acetamide ClC1=C(C=CC=C1)CC(=O)N(C1CN(C(C1)=O)C1CCC1)C(CC1=C(C=CC=C1)Cl)=O